C(C)[C@@H]1N(CC12CN(CC2C(=O)O)C(=O)C2=CN=CS2)C(=O)[C@@H]2C(C2)(C)C ethyl-(S)-2-((S)-2,2-dimethylcyclopropane-1-carbonyl)-6-(thiazole-5-carbonyl)-2,6-diazaspiro[3.4]octane-8-carboxylic acid